C1(CCCC1)N1C(=CC2=C1N=C(N=C2)NC2=NC=C(C=C2)N2CCN(CC2)CC=2C=C1CN(C(C1=C(C2)F)=O)C2C(NC(CC2)=O)=O)C(=O)N(C)C 7-cyclopentyl-2-((5-(4-((2-(2,6-dioxopiperidin-3-yl)-7-fluoro-1-oxoisoindolin-5-yl)methyl)piperazin-1-yl)pyridin-2-yl)amino)-N,N-dimethyl-7H-pyrrolo[2,3-d]pyrimidine-6-carboxamide